4-methoxy-2-(4-methoxy-4-oxobutanoylamino)benzoic acid methyl ester COC(C1=C(C=C(C=C1)OC)NC(CCC(=O)OC)=O)=O